bis(4-hydroxy-3,5-dimethylphenyl)-3-hydroxyphenyl-methane OC1=C(C=C(C=C1C)C(C1=CC(=CC=C1)O)C1=CC(=C(C(=C1)C)O)C)C